C(C)(C)(C)OC(=O)N1CC(C(CC1)N)C=1C=NN(C1)C(F)F 4-amino-3-(1-(difluoromethyl)-1H-pyrazol-4-yl)piperidine-1-carboxylic acid tert-butyl ester